FC1=C(C=CC=2N(C(=NC21)OC)C(=O)NCC#CC(C)C)N2CCOCC2 Fluoro-2-methoxy-N-(4-methylpent-2-yn-1-yl)-5-morpholino-1H-benzo[d]imidazole-1-carboxamide